[C@H]1([C@@H](O)[C@@H](O)[C@H](O)[C@H](O1)CO)O[C@@H]1[C@@H]([C@H](O[C@@H]([C@H]1O)CO[C@@H]1[C@@H](O)[C@@H](O)[C@H](O)[C@H](O1)CO)OCCNC(CCCCC(=O)OCC1=CC=CC=C1)=O)O benzyl 6-{[2-({α-D-mannopyranosyl-(1→3)-[α-D-mannopyranosyl-(1→6)]-α-D-mannopyranosyl}oxy)ethyl]amino}-6-oxohexanoate